1-[5-Ethylsulfanyl-6-[5-methoxy-3-methyl-4-oxo-6-(trifluoromethyl)imidazo[4,5-c]pyridin-2-yl]-3-pyridyl]cyclopropanecarbonitrile C(C)SC=1C=C(C=NC1C1=NC2=C(C(N(C(=C2)C(F)(F)F)OC)=O)N1C)C1(CC1)C#N